CC1=CC2=C(N=C(S2)NC(CCl)=O)C=C1 N-(6-methylbenzothiazol-2-yl)-2-chloroacetamide